C(C)OC(=O)C1=CC(=CC=2SC3=CC=CC=C3C(C12)=O)Cl ethoxycarbonyl-3-chlorothioxanthone